C(C)OC(CN1N=C(N=N1)N1CCC(CC1)C(N)=O)=O 2-(5-(4-carbamoyl-piperidin-1-yl)-2H-tetrazol-2-yl)acetic acid ethyl ester